C(C)OC(C)(C)[C@@]1(CN(CC1)C(C)(C)C=1C=NC(=CC1)C)CCN1C(NC2=C1C=CC=C2)=O (R)-1-(2-(3-(2-ethoxypropan-2-yl)-1-(2-(6-methylpyridin-3-yl)propan-2-yl)pyrrolidin-3-yl)ethyl)-1,3-dihydro-2H-benzo[d]imidazol-2-one